1,5-dimethyl-3,3-diphenylpyrrolidine CN1CC(CC1C)(C1=CC=CC=C1)C1=CC=CC=C1